(phthalimido) malonate C(CC(=O)[O-])(=O)ON1C(C=2C(C1=O)=CC=CC2)=O